ClC=1C=C(C=CC1Cl)C=1N=C(NC1C)CC1=CC=C(C=C1)F 4-(3,4-Dichlorophenyl)-2-(4-fluorobenzyl)-5-methylimidazole